12-amino-[1-dodecanal] NCCCCCCCCCCCC=O